C(CCC)C1=CC=C(C=C1)N(C1=CC=C(C=C1)C1=CC=C(N(C2=CC=CC=C2)C2=CC=C(C=C2)CCCC)C=C1)C1=CC=CC=C1 N,N'-bis(4-butylphenyl)-N,N'-diphenyl-benzidine